1-((2R,3R,4S,5R)-3,4-dihydroxy-5-(hydroxymethyl)tetrahydrofuran-2-yl)-4-(amino)pyrimidin-2(1H)-one O[C@H]1[C@@H](O[C@@H]([C@H]1O)CO)N1C(N=C(C=C1)N)=O